F[P-](F)(F)(F)(F)F.[NH4+].CN(C(N(C)C)=O)C tetramethylurea ammonium hexafluorophosphate